NC1=CC(=C(C(=C1C(CC)=O)F)O)F 1-(6-amino-2,4-difluoro-3-hydroxyphenyl)propan-1-one